[O-2].[Mg+2].[Co+2].[O-2] Cobalt-Magnesium Oxide